N1(C=NC2=C1C=CC=C2)C2=CC=C(C=C2)NC(=O)N2N=C(C=C2C)N 3-amino-5-methylpyrazol-1-carboxylic acid (4-benzimidazol-1-yl-phenyl)-amide